N1=CC=C2N1C(C(C(N2C=2C=NC=1CCN(CC1C2)C2=NC=NC1=CC(=C(C=C21)F)F)([2H])[2H])([2H])[2H])([2H])[2H] 4-(3-(6,7-dihydropyrazolo[1,5-a]pyrimidin-4(5H)-yl-5,5,6,6,7,7-d6)-7,8-dihydro-1,6-naphthyridin-6(5H)-yl)-6,7-difluoroquinazoline